C12C(=CC(CC1)CC2)C(=O)OCC (1S,4S)-ethyl bicyclo[2.2.2]oct-2-ene-2-carboxylate